(7S)-3-[(3-chloro-2-methoxyphenyl)amino]-2-(6-methoxy-1,7-naphthyridin-4-yl)-7-methyl-5H,6H,7H-pyrazolo[1,5-a]pyrazin-4-one ClC=1C(=C(C=CC1)NC=1C(=NN2C1C(NC[C@@H]2C)=O)C2=CC=NC1=CN=C(C=C21)OC)OC